C(CC(O)(C(=O)[O-])CC(=O)[O-])(=O)[O-].[Ca+2].CN(CC(=O)O)C.C(CC(O)(C(=O)[O-])CC(=O)[O-])(=O)[O-].[Ca+2].[Ca+2] N,N-dimethyl-glycine calcium citrate